N1C=C(C(=C1)C(=O)O)C(=O)O pyrrole-3,4-dicarboxylic acid